ClC=1C(=NC=C(C1)C1=CC(=CC=C1)Cl)C(=O)O 3-chloro-5-(3-chlorophenyl)pyridine-2-carboxylic acid